ClC1=CC(=C(OC2CCN(CC2)C(=O)OC(C)(C)C)C(=C1)C)C1=C2C(=NC=C1)C=C(S2)CN2C(CCC2=O)=O tert-butyl 4-(4-chloro-2-(2-((2,5-dioxopyrrolidin-1-yl)methyl)thieno[3,2-b]pyridin-7-yl)-6-methylphenoxy)piperidine-1-carboxylate